2-(5-{[(1S,2S,3R,5R)-2-fluoro-8-azabicyclo[3.2.1]octan-3-yl](2-hydroxyethyl)amino}pyrazin-2-yl)-5-(1H-pyrazol-4-yl)phenol F[C@H]1[C@@H]2CC[C@H](C[C@H]1N(C=1N=CC(=NC1)C1=C(C=C(C=C1)C=1C=NNC1)O)CCO)N2